O(S(=O)(=O)C(F)(F)F)C=1C(=C2C=CNC2=CC1)[Si](C)(C)C 4-(trimethylsilyl)-1H-indol-5-yl triflate